NC1=NN2C(C=C(C=C2)C=2C(=C(C(=O)NCC[C@H](O)C3=CC=C(C=C3)Cl)C(=CC2)OC)F)=N1 (S)-3-(2-amino-[1,2,4]triazolo[1,5-a]pyridin-7-yl)-N-(3-(4-chlorophenyl)-3-hydroxypropyl)-2-fluoro-6-methoxybenzamide